BrC=1C=NC=C(C1)SC(C)C 3-bromo-5-[(1-methylethyl)thio]pyridine